C(C)(C)(C)C=1C=C(N=NC1)C1CC(CC1)C1=CC(=NN1)NC1=C(C=C(C=C1)S(=O)(=O)N)F 4-((5-(3-(5-(tert-butyl)pyridazin-3-yl)cyclopentyl)-1H-pyrazol-3-yl)amino)-3-fluorobenzenesulfonamide